CNCC=1C(NC(NC1)=O)=O 5-(methylaminomethyl)uracil